cyclohexyl((5-(4-fluorophenyl)-6-isopropyl-1H-pyrazolo[4,3-g]isoquinolin-8-yl)imino)(methyl)-λ6-sulfanone C1(CCCCC1)S(=O)(C)=NC1=NC(=C(C2=CC3=C(C=C12)NN=C3)C3=CC=C(C=C3)F)C(C)C